(R)-N-(3-(2-((1,5-dimethyl-1H-pyrazol-3-yl)amino)-5-methylpyrimidin-4-yl)-1H-indol-7-yl)-2-(3-(morpholin-4-carbonyl)pyrrolidin-1-yl)acetamide CN1N=C(C=C1C)NC1=NC=C(C(=N1)C1=CNC2=C(C=CC=C12)NC(CN1C[C@@H](CC1)C(=O)N1CCOCC1)=O)C